1-(3-(chloromethyl)phenyl)-3-phenylurea ClCC=1C=C(C=CC1)NC(=O)NC1=CC=CC=C1